N-methyl-pyrazole-3-carboxamide CNC(=O)C1=NNC=C1